FC1CN(C1)CCN1N=CC(=C1)C=1N=C(C=2N(C1)N=CC2)C=2C=NN(C2)C(CC)CC 6-(1-(2-(3-fluoroazetidin-1-yl)ethyl)-1H-pyrazol-4-yl)-4-(1-(pent-3-yl)-1H-pyrazol-4-yl)pyrazolo[1,5-a]pyrazine